N-(4-cyano-2-fluorophenyl)-5-(2,3-dihydro-1-benzofuran-7-yl)-1H-pyrrole-3-sulfonamide C(#N)C1=CC(=C(C=C1)NS(=O)(=O)C1=CNC(=C1)C1=CC=CC=2CCOC21)F